4-{beta-(p-methoxyphenoxy)hydroxyethyl}salicylic acid COC1=CC=C(OC(CC=2C=C(C(C(=O)O)=CC2)O)O)C=C1